1-(((2-methylpropan-2-yl)oxy)carbonyl)piperidine-2-carboxylic acid CC(C)(C)OC(=O)N1C(CCCC1)C(=O)O